3-(4-(aminomethyl)-1-oxoisoindolin-2-yl)piperidine-2,6-dione TFA salt OC(=O)C(F)(F)F.NCC1=C2CN(C(C2=CC=C1)=O)C1C(NC(CC1)=O)=O